(R)-N-(5-fluoroquinolin-6-yl)-7-morpholino-5-(1-(oxetan-3-yl)ethoxy)quinazolin-4-amine FC1=C2C=CC=NC2=CC=C1NC1=NC=NC2=CC(=CC(=C12)O[C@H](C)C1COC1)N1CCOCC1